tert-butyl-4-methyl-2,6-dioxo-2,3-dihydropyrimidine-1(6H)-carboxylic acid tert-butyl ester C(C)(C)(C)OC(=O)N1C(N(C(=CC1=O)C)C(C)(C)C)=O